C(CCC)[N+]1(CCOCC1)C 4-butyl-4-methylmorpholinium